N-isopropyl-2-(6-(((1R,2S)-2-((E)-1-phenylbut-1-en-2-yl)cyclopropyl)amino)-2-azaspiro[3.3]heptan-2-yl)acetamide bis(2,2,2-trifluoroacetate) FC(C(=O)O)(F)F.FC(C(=O)O)(F)F.C(C)(C)NC(CN1CC2(C1)CC(C2)N[C@H]2[C@@H](C2)/C(=C/C2=CC=CC=C2)/CC)=O